(E)-3-benzyl-5-((4-(tert-butyl)phenyl)(phenyl)methylene)oxazolidine-2,4-dione C(C1=CC=CC=C1)N1C(O/C(/C1=O)=C(\C1=CC=CC=C1)/C1=CC=C(C=C1)C(C)(C)C)=O